P(=O)(OC=1CC2CC(CC2C1)(C1=CC(=NN1C)O)O)(OC1=CC=CC=C1)OC1=CC=CC=C1 5-hydroxy-5-(3-hydroxy-1-methyl-1H-pyrazol-5-yl)-1,3a,4,5,6,6a-hexahydropentalen-2-yl diphenyl phosphate